2-adamantylphosphine C12C(C3CC(CC(C1)C3)C2)P